FC1=C(OC=2C=CC(=NC2)NC(C(C)C2CCNCC2)=O)C=CC(=C1)F N-(5-(2,4-difluorophenoxy)pyridin-2-yl)-2-(piperidin-4-yl)propanamide